CC1=NNC(=O)NC1=O Azathymine